OC(C(=O)N1C[C@H]2[C@@H](C1)CNC2)C(C)C (3aR,6aS)-5-(2-hydroxy-3-methylbutanoyl)hexahydropyrrolo[3,4-c]pyrrol